NC1=C2C(=NC=N1)N(N=C2C2=CC=C(C=C2)OC2=CC=CC=C2)[C@@H]2[C@H](CN(CC2)C2CCN(CC2)C(=O)OC(C)(C)C)F tert-butyl (3S,4S)-4-(4-amino-3-(4-phenoxyphenyl)-1H-pyrazolo[3,4-d]pyrimidin-1-yl)-3-fluoro-[1,4'-bipiperidine]-1'-carboxylate